FC1C(C(C(OC1CO)OC1=C(C(=CC(=C1)C)O)C(C=CC1=CC=C(C=C1)OC)=O)O)O 1-[2-[5-Fluoro-3,4-dihydroxy-6-(hydroxymethyl)oxan-2-yl]oxy-6-hydroxy-4-methylphenyl]-3-(4-methoxyphenyl)prop-2-en-1-one